ClC1=CC=C2C(=C(NC2=C1C#N)C1=NC(=NN1)C(F)(F)F)C=1C=NNC1 6-chloro-3-(1H-pyrazol-4-yl)-2-(3-(trifluoromethyl)-1H-1,2,4-triazol-5-yl)-1H-indole-7-carbonitrile